N1(C=NC=C1)C=1C=CC(=C(C1)O)C1=NC=C(N=C1)OC1CCNCC1 5-(1H-imidazol-1-yl)-2-(5-(piperidin-4-yloxy)pyrazin-2-yl)phenol